N-(5-(5-chloro-2-methoxyphenyl)-1-(2-(pyrrolidin-1-yl)ethyl)-1H-pyrazol-4-yl)pyrazolo[1,5-a]pyrimidine-3-carboxamide ClC=1C=CC(=C(C1)C1=C(C=NN1CCN1CCCC1)NC(=O)C=1C=NN2C1N=CC=C2)OC